C(N)(O)=O.NCC(=O)O mono-glycine carbamate